FC=1C=C(C=CC1)C1N(OCC1)C(C(C)(C)C)=O 1-[3-(3-fluorophenyl)-1,2-oxazolidin-2-yl]-2,2-dimethylpropan-1-one